(3R)-3-((2-(1-(3,4-dimethoxybenzyl)-2,6-dioxopiperidin-3-yl)-1-oxoisoindolin-5-yl)(methyl)amino)pyrrolidine-1-carboxylic acid tert-butyl ester C(C)(C)(C)OC(=O)N1C[C@@H](CC1)N(C)C=1C=C2CN(C(C2=CC1)=O)C1C(N(C(CC1)=O)CC1=CC(=C(C=C1)OC)OC)=O